S1C2=C(C=C1)C=C(C=C2)CNC(=O)[C@@H]2CN(CCC2)C=2C1=C(N=CN2)SC(=C1)C1=CC(=C(C=C1)C)F (S)-N-(benzo[b]thiophen-5-ylmethyl)-1-(6-(3-fluoro-4-methylphenyl)thieno[2,3-d]pyrimidin-4-yl)piperidine-3-carboxamide